C1(=CC=CC=C1)[B-](C1=CC=CC=C1)(C1=CC=CC=C1)C1=CC=CC=C1.C(CC)[NH+](CCC)CCC tripropylammonium tetrakis(phenyl)borate